1-(2-ethylhexyl)imidazole (1S,3R)-3-(1-(tert-butyl)-5-((2-(methoxymethyl)pyrazolo[1,5-a]pyrazin-4-yl)amino)-1H-pyrazol-3-yl)cyclopentyl-isopropylcarbamate C(C)(C)(C)N1N=C(C=C1NC=1C=2N(C=CN1)N=C(C2)COC)[C@H]2C[C@H](CC2)N(C(O)=O)C(C)C.C(C)C(CN2C=NC=C2)CCCC